N1(N=CC2=CC=CC=C12)C1CCN(CC1)C(=O)N([C@H]1CNCCC1)C1=NC=CC2=CC=CC(=C12)C (R)-4-(1H-indazol-1-yl)-N-(8-methylisoquinolin-1-yl)-N-(piperidin-3-yl)piperidine-1-carboxamide